pentalene-4-carboxylic acid (1-hydroxymethyl-cyclobutyl)-amide OCC1(CCC1)NC(=O)C=1C2=CC=CC2=CC1